rac-(R)-6-(1-(3-fluoropyridin-2-yl)ethyl)quinoline-4-carboxylic acid FC=1C(=NC=CC1)[C@H](C)C=1C=C2C(=CC=NC2=CC1)C(=O)O |r|